CC1OC2(C=C1)C(=CCC(C2C)C)C 2,6,9,10-tetramethyl-1-oxaspiro[4.5]decane-3,6-diene